C(C)N(C(COC1=CC=C(C=C1)C(\C=C\C1=CC(=C(C=C1)O)[N+](=O)[O-])=O)=O)CC N,N-Diethyl-2-[4-[(E)-3-(4-hydroxy-3-nitrophenyl)prop-2-enoyl]phenoxy]acetamide